C(C)N(C(C1=C(C=CC(=C1)F)C=1C=2N(C=C(C1)C1CN(C1)C(C)C1CCNCC1)C(=NC2F)C)=O)C(C)C N-ethyl-5-fluoro-2-(1-fluoro-3-methyl-6-{1-[1-(piperidin-4-yl)ethyl]azetidin-3-yl}imidazo[1,5-a]pyridin-8-yl)-N-(isopropyl)benzamide